(p-toluenesulfonyloxyimino)-benzyl cyanide CC1=CC=C(C=C1)S(=O)(=O)ON=C(C1=CC=CC=C1)C#N